COC=1C=C2CCN(CC2=CC1NC1=NC2=CC(=CC=C2C=N1)N1CC=2N(CC1)C(=NN2)C)C N-(6-methoxy-2-methyl-1,2,3,4-tetrahydroisoquinolin-7-yl)-7-(3-methyl-5,6-dihydro[1,2,4]-triazolo[4,3-a]pyrazin-7(8H)-yl)quinazolin-2-amine